NC1=NC(=CC(=N1)N[C@H](C)CCC)CC1=CC=C(C=C1)CN1CCN(CC1)C (R)-2-Amino-6-(4-((4-methylpiperazin-1-yl)methyl)benzyl)-4-(pentan-2-ylamino)pyrimidine